COC1=C(C(=O)N(C)CCOC)C(=CC(=C1)C1=CN=C2N1C=CC(=C2)C=2C=NN(C2)C)OC 2,6-dimethoxy-N-(2-methoxyethyl)-N-methyl-4-[7-(1-methylpyrazol-4-yl)imidazo[1,2-a]pyridin-3-yl]benzamide